S(=O)(=O)(C1=CC=C(C)C=C1)N1C=C(C=2CCC(CC12)C(C(F)(F)F)(C)O)S(=O)(=O)N 1-tosyl-6-(1,1,1-trifluoro-2-hydroxypropan-2-yl)-4,5,6,7-tetrahydro-1H-indole-3-sulfonamide